ClC1=CC=C(C=C1)C(N1[C@@H](CN[C@H](C1)C)C)C1=CC=C(C=C1)Cl (2r,5s)-1-(bis(4-chlorophenyl)methyl)-2,5-dimethylpiperazine